tert-butyl (4-(hydroxymethyl)bicyclo[2.2.2]octan-1-yl)carbamate OCC12CCC(CC1)(CC2)NC(OC(C)(C)C)=O